2,3,5,6-tetrakis(9H-carbazol-9-yl)terephthalonitrile C1=CC=CC=2C3=CC=CC=C3N(C12)C1=C(C#N)C(=C(C(=C1N1C2=CC=CC=C2C=2C=CC=CC12)C#N)N1C2=CC=CC=C2C=2C=CC=CC12)N1C2=CC=CC=C2C=2C=CC=CC12